2-acetoxy-2-(3-fluoro-5-methylphenyl)acetic acid C(C)(=O)OC(C(=O)O)C1=CC(=CC(=C1)C)F